OCC1CCC(CC1)N1N=C2C=C(C(=CC2=C1)NC(C1=NC(=CC=C1)C(F)(F)F)=O)OC N-(2-((1R,4R)-4-(hydroxymethyl)cyclohexyl)-6-methoxy-2H-indazol-5-yl)-6-(trifluoromethyl)Picolinamide